((2S,3R,4R)-4-amino-2,3-dimethyl-3,4-dihydro-1,5-naphthyridin-1(2H)-yl)ethanone N[C@@H]1[C@H]([C@@H](N(C2=CC=CN=C12)C(C)=O)C)C